C1(=CC(=CC=C1)C(=O)N)C1=CC=CC=C1 (1,1'-biphenyl)-3-amide